C(CCC)C1=NC2(C(N1CC1=CC(=C(C=C1)B1OC(C(O1)(C)C)(C)C)C)=O)CCCCC2 2-butyl-3-(3-methyl-4-(4,4,5,5-Tetramethyl-1,3,2-dioxaborolan-2-yl)benzyl)-1,3-diazaspiro[4.5]dec-1-en-4-one